CC=1C=C2C=CN=C(C2=C(C1)C)N(C(=O)C=1C=NC(=CC1)C=1SC(=NN1)CCCOC)[C@H]1CNCCC1 N-(6,8-dimethyl-1-isoquinolyl)-6-[5-(3-methoxypropyl)-1,3,4-thiadiazol-2-yl]-N-[(3R)-3-piperidyl]pyridine-3-carboxamide